C1(CCC1)N1C(N(C2=C1C=C(C=C2)C(=O)N[C@]2(CS(CC2)(=O)=O)C)C2=CC(=CC=C2)OC(F)F)=O (R)-3-Cyclobutyl-1-(3-(difluoromethoxy)phenyl)-N-(3-methyl-1,1-dioxidotetrahydrothiophen-3-yl)-2-oxo-2,3-dihydro-1H-benzo[d]imidazole-5-carboxamide